OC(C)CCC 2-hydroxy-pentane